(4-(5-(5-amino-6-(5-tert-butyl-1,3,4-oxadiazol-2-yl)pyrazin-2-yl)-1-ethyl-1H-1,2,4-triazol-3-yl)piperidin-1-yl)-3-hydroxypropan-1-one NC=1N=CC(=NC1C=1OC(=NN1)C(C)(C)C)C1=NC(=NN1CC)C1CCN(CC1)C(CCO)=O